(Sa)-6-(1-(4-(Trifluoromethoxy)benzyl)-1H-indazol-7-carboxamido)spiro[3.3]heptan FC(OC1=CC=C(CN2N=CC3=CC=CC(=C23)C(=O)NC2CC3(CCC3)C2)C=C1)(F)F